C(C)OC(C=C(CC(OCC)OCC)C(F)(F)F)=O 3-trifluoromethyl-5,5-diethoxypentenoic acid ethyl ester